FC1=C(CN2C(=C(C3=CC=C(C=C23)C(C)C)CNCC2=CC(=CC=C2)OC)C(=O)O)C=CC=C1 1-(2-fluorobenzyl)-6-isopropyl-3-(((3-methoxybenzyl)amino)methyl)-1H-indole-2-carboxylic acid